ClC1=CC2=C(C=C[C@@H]([C@@H]3N2C[C@H]3N3CCN(CC3)C(=O)OCC3=CC=CC=C3)O)C(=N1)C(F)F Benzyl 4-((7S,7aR,8R)-2-chloro-4-(difluoromethyl)-7-hydroxy-7,7a,8,9-tetrahydroazeto[1,2-a]pyrido[3,4-f]azepin-8-yl)piperazine-1-carboxylate